C(C)(C)(C)[Si](OCCOC1=C(C(=NC=C1)Cl)N1C(N=C(C2=C1N=C(C(=C2)F)Cl)Cl)=O)(C)C 1-(4-(2-((tert-butyl-dimethyl-silyl)oxy)ethoxy)-2-chloropyridin-3-yl)-4,7-dichloro-6-fluoropyrido[2,3-d]pyrimidin-2(1H)-one